C(C)(C)(C)OC(=O)[C@@H](NC(CN(C)C)=O)CCC(N[C@H](C(N[C@H](C(=O)[O-])CCC(C=[N+]=[N-])=O)=O)CCC(C=[N+]=[N-])=O)=O.[Na+] Sodium (6S,11S,14S)-6-(tert-butoxycarbonyl)-11,14-bis(4-diazo-3-oxobutyl)-2-methyl-4,9,12-trioxo-2,5,10,13-tetraazapentadecan-15-oate